2,8-bis(9-carbazol-yl)dibenzothiophene C1=CC=CC=2C3=CC=CC=C3N(C12)C1=CC2=C(SC3=C2C=C(C=C3)N3C2=CC=CC=C2C=2C=CC=CC32)C=C1